C(N)(O[C@@H](C1=CC=CC=C1)C1COC2=C1C=C(C=C2)CO)=O (R)-(5-(hydroxymethyl)-2,3-dihydrobenzofuran-3-yl)benzyl carbamate